COC1=CC=C(C=C1)S(=O)(=O)N1CC2=CC=CC(=C2CC1)C(CC(=O)O)C1=CC=C(C=C1)OC 3-(2-(4-Methoxyphenylsulphonyl)-1,2,3,4-tetrahydroisoquinolin-5-yl)-3-(4-methoxyphenyl)propionic acid